2-chloro-1-methyl-pyridinium chloride [Cl-].ClC1=[N+](C=CC=C1)C